NC1CCC(CC1)OC1=C(C(=CC(=C1)Cl)OC)C1=CC(=NN1)NC=1N=CC(=NC1)C#N 5-((5-(2-(((1r,4r)-4-aminocyclohexyl)oxy)-4-chloro-6-methoxyphenyl)-1H-pyrazol-3-yl)amino)pyrazine-2-carbonitrile